((3R,4S,6R)-6-((S)-1-(4-fluorophenyl)-1,2,3,4-tetrahydroisoquinoline-2-carbonyl)-4-hydroxytetrahydro-2H-pyran-3-yl)carbamic acid tert-butyl ester C(C)(C)(C)OC(N[C@@H]1CO[C@H](C[C@@H]1O)C(=O)N1[C@H](C2=CC=CC=C2CC1)C1=CC=C(C=C1)F)=O